5-CHLORO-THIOPHENE-2-CARBOXYLIC ACID ClC1=CC=C(S1)C(=O)O